2-(3-(cyclopropylmethoxy)phenoxy)-N-(6-quinoxalinyl)acetamide C1(CC1)COC=1C=C(OCC(=O)NC=2C=C3N=CC=NC3=CC2)C=CC1